N-(2,4-dimethoxybenzyl)-4-((S)-3-(dimethylamino)-3-((1s,3R)-3-(3-(trifluoromethyl)phenyl)-cyclobutyl)piperidin-1-yl)-2,6-difluoro-N-(pyrimidin-4-yl)benzenesulfonamide COC1=C(CN(S(=O)(=O)C2=C(C=C(C=C2F)N2C[C@](CCC2)(C2CC(C2)C2=CC(=CC=C2)C(F)(F)F)N(C)C)F)C2=NC=NC=C2)C=CC(=C1)OC